diphenol diphosphate OP(O)(=O)OP(=O)(O)O.C1(=CC=CC=C1)O.C1(=CC=CC=C1)O